3-methyl-1,3-butanediol monooleate C(CCCCCCC\C=C/CCCCCCCC)(=O)O.CC(CCO)(C)O